C1CCC2=NC3=C(C(=C21)NC(=O)N=S(=O)(N)C2=C(N=C(S2)C(C)(C)O)CO)CCC3 N'-((1,2,3,5,6,7-hexahydrodicyclopenta[b,e]pyridin-8-yl)carbamoyl)-4-(hydroxymethyl)-2-(2-hydroxypropan-2-yl)thiazole-5-sulfonimidamide